benzyl rac-(2-(2-chloro-6-(4-fluorophenyl)pyridin-4-yl)-1-hydroxypropan-2-yl)carbamate ClC1=NC(=CC(=C1)[C@@](CO)(C)NC(OCC1=CC=CC=C1)=O)C1=CC=C(C=C1)F |r|